C(C)C=1C=2N(C=C(C1)C=1N=C3N(C(C1)=O)C=C(C=C3)N3C[C@H](N(CC3)CCO)C)C=C(N2)C 2-(8-ethyl-2-methylimidazo[1,2-a]pyridin-6-yl)-7-[(3R)-4-(2-hydroxyethyl)-3-methylpiperazin-1-yl]-4H-pyrido[1,2-a]pyrimidin-4-one